N-(3-(3,3-difluorocyclobutyl)-4-(4-fluorophenyl)-1-methyl-1H-pyrazol-5-yl)-3,3-difluorocyclobutane-1-carboxamide FC1(CC(C1)C1=NN(C(=C1C1=CC=C(C=C1)F)NC(=O)C1CC(C1)(F)F)C)F